N-(6-(6-(trifluoromethyl)imidazo[1,2-a]pyridin-3-yl)pyridin-2-yl)-2-azaspiro[3.3]heptan-6-amine FC(C=1C=CC=2N(C1)C(=CN2)C2=CC=CC(=N2)NC2CC1(CNC1)C2)(F)F